C(=O)C1=CC=C(C2=C1OCO2)C#N 7-Formyl-benzo[1,3]dioxole-4-carbonitrile